C(C)(C)O[Si](OC(C)C)(OC(C)C)N([Si](OC(C)C)(OC(C)C)OC(C)C)[Si](OC(C)C)(OC(C)C)OC(C)C tri(triisopropoxysilyl)amine